C(=O)C1=C(C=CC(=C1)C(F)(F)F)NC(OC(C)(C)C)=O TERT-BUTYL 2-FORMYL-4-(TRIFLUOROMETHYL)PHENYLCARBAMATE